2-(3,4-dihydro-2H-pyran-6-yl)-4,4,5,5-tetramethyl-1,3,2-dioxaborolan O1CCCC=C1B1OC(C(O1)(C)C)(C)C